tert-butyl ((3-chloro-8-methyl-7,8-dihydro-2H-1,6,9-trioxa-9a-borabenzo[cd]azulen-2-yl)methyl)carbamate ClC1=CC=C2C3=C1C(OB3OC(CO2)C)CNC(OC(C)(C)C)=O